(S)-quinuclidin-3-yl (5-(4-ethoxyphenyl)-2,2-diethyl-2,3-dihydro-1H-inden-1-yl)carbamat C(C)OC1=CC=C(C=C1)C=1C=C2CC(C(C2=CC1)NC(O[C@@H]1CN2CCC1CC2)=O)(CC)CC